FC(C=1N=C(OC1C(=O)N1[C@@H](C2=C(CC1)NC=N2)C=2OC1=C(N2)C=CC=C1F)C1=NC=C(C=C1)OC)F (S)-(4-(difluoromethyl)-2-(5-methoxypyridin-2-yl)oxazol-5-yl)(4-(7-fluorobenzo[d]oxazol-2-yl)-6,7-dihydro-1H-imidazo[4,5-c]pyridin-5(4H)-yl)methanone